BrC1=CC=C(C=C1)CS(=O)(=O)NC1=CC=C(C=C1)C1=CC2=C(N=CN=C2N2CCOCC2)N1COCC[Si](C)(C)C 1-(4-bromophenyl)-N-{4-[4-(morpholin-4-yl)-7-{[2-(trimethylsilyl)ethoxy]methyl}-7H-pyrrolo[2,3-d]pyrimidin-6-yl]phenyl}methanesulfonamide